fluorospiro[1,3-dithiolane-2,1'-indan] FC1C2(C3=CC=CC=C3C1)SCCS2